sodium lithium antimony [Sb].[Li].[Na]